CN(CCCCCNC(C(=C)C)=O)C N-[5-(dimethylamino)pentyl]methacrylamide